FC=1C(=NC(=C(C1)F)N[C@H]1CNCC[C@@H]1F)C1=CN=C2N1C=C(N=C2)N2S(CCCC2)(=O)=O 2-(3-(3,5-difluoro-6-(((3S,4S)-4-fluoropiperidin-3-yl)amino)pyridin-2-yl)imidazo[1,2-a]pyrazin-6-yl)-1,2-thiazinane 1,1-dioxide